2-(furan-3-yl)-4-methoxypyrimidine O1C=C(C=C1)C1=NC=CC(=N1)OC